9,10-bis(isopropoxycarbonyltetradecyleneoxy)anthracene C(C)(C)OC(=O)CCCCCCCCCCCCCCOC=1C2=CC=CC=C2C(=C2C=CC=CC12)OCCCCCCCCCCCCCCC(=O)OC(C)C